N=1NN=NC1[C@@H](C)NC(=O)C1=CC2=CC=CC(=C2C=C1)OC1=CC=C(C=C1)C(F)(F)F (R)-N-(1-(2H-tetrazol-5-yl)ethyl)-5-(4-(trifluoromethyl)phenoxy)-2-naphthamide